CC1(CCC=2C(=NNC2C1)C=1NC2=CC(=CC=C2C1)C(=O)N1CCN(CC1)C(=O)OCC1=CC=CC=C1)C benzyl 4-[2-(6,6-dimethyl-1,4,5,7-tetrahydroindazol-3-yl)-1H-indole-6-carbonyl]piperazine-1-carboxylate